benzylboronic acid methyliminodiacetate CN(CC(=O)O)CC(=O)O.C(C1=CC=CC=C1)B(O)O